CS(=O)(=O)C1=CC=C2C(=C(C(=NC2=C1)C1=CC(=CC=C1)C(F)(F)F)CN1CCC(CC1)N1CCOCC1)C(=O)NC1(CC1)C1=CC=CC=C1 7-(methylsulfonyl)-3-{[4-(4-morpholinyl)-1-piperidinyl]methyl}-N-(1-phenylcyclopropyl)-2-[3-(trifluoromethyl)phenyl]-4-quinolinecarboxamide